N-(tert-butyl)nicotinamide C(C)(C)(C)NC(C1=CN=CC=C1)=O